ClC=1C=C(C(=O)N[C@@H](C)C2=NC=CN=C2C2=NC=C(C=C2)N=S(=O)(C)CC)C=C(N1)C(F)(F)F 2-chloro-N-((1S)-1-(3-(5-((ethyl(methyl)(oxo)-λ6-sulfaneylidene)amino)pyridin-2-yl)pyrazin-2-yl)ethyl)-6-(trifluoromethyl)isonicotinamide